Indolodiazepine N1=NC=CC=C2C1=C1C=CC=CC1=N2